CC=CC=CC=CCCCCCC(=O)[O-] dodeca-2,4,6-triene-12-carboxylate